7-(3,3-Dimethylbutyl)-2-methoxy-5,6,7,8-tetrahydro-1,6-naphthyridine CC(CCC1NCC=2C=CC(=NC2C1)OC)(C)C